(2R,4S)-4-benzyl-N-((S)-1-(((1-methyl-1H-benzo[d]imidazol-5-yl)methyl)amino)-1-oxoprop-2-yl)pyrrolidine-2-carboxamide trifluoroacetate FC(C(=O)O)(F)F.C(C1=CC=CC=C1)[C@H]1C[C@@H](NC1)C(=O)N[C@H](C(=O)NCC1=CC2=C(N(C=N2)C)C=C1)C